(2R,5S,8R,11R)-5-Cyclopropyl-11-(4-fluorobenzyl)-2,7,8-trimethyl-4,5,7,8,10,11,13,14,15,16-decahydro-2H-1,4,7,10,13-benzoxatetraazacyclooctadecine C1(CC1)[C@@H]1NC[C@H](OC2=C(CCCNC[C@H](NC[C@H](N(C1)C)C)CC1=CC=C(C=C1)F)C=CC=C2)C